(S)-2-phenethyl-5-phenyl-2,5,6,7-tetrahydro-3H-pyrrolo[2,1-c][1,2,4]triazol-3-one C(CC1=CC=CC=C1)N1N=C2N(C1=O)[C@@H](CC2)C2=CC=CC=C2